(S)-8-chloro-6-hydroxycaprylate ClCC[C@H](CCCCC(=O)[O-])O